1-((4-[8-(5,5-dimethyl-2,5-dihydrofuran-3-yl)-7-[(7-fluoro-2-methyl-1H-1,3-benzodiazol-6-yl)oxy]quinoxalin-2-yl]-1H-pyrazol-1-yl)methyl)cyclopropan-1-ol CC1(C=C(CO1)C=1C(=CC=C2N=CC(=NC12)C=1C=NN(C1)CC1(CC1)O)OC=1C=CC2=C(NC(=N2)C)C1F)C